O=C1NC(=N[C@]12CN[C@@H](C2)C(=O)N)C2=CC=CC=C2 (5R,8S)-4-oxo-2-phenyl-1,3,7-triazaspiro[4.4]non-1-ene-8-carboxamide